6-((2R,5S)-5-methylpiperidin-2-yl)-2-((S)-1-methylpyrrolidin-3-yl)-2H-indazole C[C@H]1CC[C@@H](NC1)C=1C=CC2=CN(N=C2C1)[C@@H]1CN(CC1)C